2,4-Dimethylcarbazole CC1=CC=2NC3=CC=CC=C3C2C(=C1)C